8-anthracenyl-tetracyclo[4.4.0.12,5.17,10]-3-dodecene C1(=CC=CC2=CC3=CC=CC=C3C=C12)C1C2C3C4C=CC(C3C(C1)C2)C4